ClC1=NC2=CC=C(C=C2C(N1)=O)S(=O)(=O)NC1(CC1)C 2-chloro-N-(1-methylcyclopropyl)-4-oxo-3,4-dihydroquinazoline-6-sulfonamide